C(=O)C=1NC2=CC(=CC=C2C1)CNC(=O)C=1N=C2N(C(C1)=O)C=CC=C2 N-[(2-formyl-1H-indol-6-yl)methyl]-4-oxo-pyrido[1,2-a]pyrimidine-2-carboxamide